ClC1=CC=C(N=N1)C(C(=O)NC=1C=NC=C(C1)N1CCCC1)C 2-(6-chloropyridazin-3-yl)-N-(5-(pyrrolidin-1-yl)pyridin-3-yl)propanamide